O=C1N(C(C2=CC=CC=C12)=O)CC=1C2=C(C(NN1)=O)SC(=C2)C2=C(N(N=C2)C)C2=C(C1=CC=CC=C1C=C2)C#N 2-[4-[4-[(1,3-dioxoisoindolin-2-yl)methyl]-7-oxo-6H-thieno[2,3-d]pyridazin-2-yl]-2-methyl-pyrazol-3-yl]naphthalene-1-carbonitrile